C(C)(C)C1CCC(CC1)C 4-isopropyl-1-methylcyclohexane